N=1C=CN2C1C=CC(=C2)C=2C=CN1N=C(N=CC12)N[C@@H]1CC[C@H](CC1)N trans-N1-(5-(imidazo[1,2-a]pyridin-6-yl)pyrrolo[2,1-f][1,2,4]triazin-2-yl)cyclohexane-1,4-diamine